FC1=C(C(=CC(=C1)OC)F)C1=C(C(N(N1C)C1=NC=CC(=C1)OC)=O)C1=C(C(=O)N)C=CC(=C1)OC(F)F [5-(2,6-difluoro-4-methoxyphenyl)-2-(4-methoxypyridin-2-yl)-1-methyl-3-oxo-2,3-dihydro-1H-pyrazol-4-yl]-4-(difluoromethoxy)benzamide